2-((6-chlorobenzo[d]-oxazol-2-yl)amino)-1-methyl-1H-benzo[d]-imidazole-5-carboxylic acid ClC1=CC2=C(N=C(O2)NC2=NC3=C(N2C)C=CC(=C3)C(=O)O)C=C1